Ethyl-5-(1-methylindolin-7-yl)pyridin-2-amine C(C)C=1C(=NC=C(C1)C=1C=CC=C2CCN(C12)C)N